tert-butyl (2S)-3-(2-bromo-1,3-oxazol-4-yl)-2-[(diphenylmethylidene) amino]propanoate BrC=1OC=C(N1)C[C@@H](C(=O)OC(C)(C)C)N=C(C1=CC=CC=C1)C1=CC=CC=C1